FC(OC=1C=C(C=CC1)[C@H](CCC(F)F)NC(C[C@@H](C(C)(C)C)O)=O)F (S)-N-((S)-1-(3-(difluoromethoxy)phenyl)-4,4-difluorobutyl)-3-hydroxy-4,4-dimethylpentanamide